N-((3R,5S)-5-(fluoromethyl)pyrrolidin-3-yl)oxazole-2-carboxamide FC[C@@H]1C[C@H](CN1)NC(=O)C=1OC=CN1